NC1=C(C=C(C(=O)OC(C)(C)C)C=C1)NC[C@@H](C)OC Tert-butyl (R)-4-amino-3-((2-methoxypropyl)amino)benzoate